ClC1=C(C(=C(C(=C1[2H])[2H])[2H])[2H])Cl ortho-dichlorobenzene-d4